OC1=COC2=C(C=C1)C=CC(=C2O)CN2CCC(CC2)([2H])C(C(CC)([2H])[2H])([2H])O 3,9-Dihydroxy-8-((4-(1-hydroxybutyl-1,2,2-d3)piperidin-1-yl-4-d)methyl)benzo[5,6]oxepin